FC(C(=O)O)(F)F.C1(CC1)C(C(C=1NC=2C(=NC(=CC2)C2NCCC(C2)(C(F)(F)F)O)N1)NC(OCC1=CC=CC=C1)=O)C1CC1 syn-(rac)-Benzyl N-(2,2-dicyclopropyl-1-{5-[4-hydroxy-4-(trifluoromethyl)piperidin-2-yl]-1H-imidazo[4,5-b]pyridin-2-yl}ethyl)carbamate trifluoroacetic acid salt